pentaerythritol-tetrakis(3-lauryl propionate) C(CCCCCCCCCCC)CCC(=O)OCC(COC(CCCCCCCCCCCCCC)=O)(COC(CCCCCCCCCCCCCC)=O)COC(CCCCCCCCCCCCCC)=O